N-(1-cyanocyclopropyl)-2-{1-[2,6-dichloro-4-(1,1,1,2,3,3,3-heptafluoropropan-2-yl)phenyl]-1H-pyrazol-4-yl}-1,3-thiazol-4-carboxamide C(#N)C1(CC1)NC(=O)C=1N=C(SC1)C=1C=NN(C1)C1=C(C=C(C=C1Cl)C(C(F)(F)F)(C(F)(F)F)F)Cl